7-[8-(tert-Butoxycarbonylamino)-3-(cyclopropylmethylcarbamoylamino)-7-fluoro-6-isoquinolinyl]-8-methyl-2,3-dihydropyrido[2,3-b][1,4]oxazine-1-carboxylic acid tert-butyl ester C(C)(C)(C)OC(=O)N1C2=C(OCC1)N=CC(=C2C)C=2C=C1C=C(N=CC1=C(C2F)NC(=O)OC(C)(C)C)NC(NCC2CC2)=O